4-(propan-1-yn-1-yl)-1H-indazole-7-carboxylic acid C(#CC)C1=C2C=NNC2=C(C=C1)C(=O)O